(1R,2R,5S)-ethyl 4-oxo-3,8-diazabicyclo[3.2.1]octane-2-carboxylate O=C1N[C@H]([C@H]2CC[C@@H]1N2)C(=O)OCC